CC1=CC=C(C=C1)CN1C(CCC1=O)CC(=O)OCCOC1=CC=C(C=C1)Cl 2-(4-chlorophenoxy)ethyl 2-[1-[(4-methylphenyl)methyl]-5-oxopyrrolidin-2-yl]acetate